Tert-Butyl 5-((3,5-difluorophenyl)(hydroxy)methyl)thiazol-2-ylcarbamate FC=1C=C(C=C(C1)F)C(C1=CN=C(S1)NC(OC(C)(C)C)=O)O